2-(5-fluoro-2-hydroxyphenyl)-2-(6-(4-(1-methylpiperidin-4-yl)cyclohexyl)-1-oxoisoindol-2-yl)-N-(thiazol-2-yl)acetamide FC=1C=CC(=C(C1)C(C(=O)NC=1SC=CN1)N1C(C2=CC(=CC=C2C1)C1CCC(CC1)C1CCN(CC1)C)=O)O